4-allyl-2-(5-chloro-2H-benzo[d][1,2,3]triazol-2-yl)-2-methoxy-benzyl methacrylate C(C(=C)C)(=O)OCC1C(C=C(C=C1)CC=C)(OC)N1N=C2C(=N1)C=CC(=C2)Cl